(S)-2-((3-(1-Benzyl-2-oxo-1,2-dihydro-3H-imidazo[4,5-b]pyridin-3-yl)pyrrolidin-1-yl)methyl)-1-methyl-1H-imidazole-5-carboxylic Acid C(C1=CC=CC=C1)N1C(N(C2=NC=CC=C21)[C@@H]2CN(CC2)CC=2N(C(=CN2)C(=O)O)C)=O